N-[(5-{4-[(1-methylpiperidin-4-yl)amino]-1-(2,2,2-trifluoroethyl)-1H-indol-2-yl}-1,3,4-thiadiazol-2-yl)methyl]cyclopropanecarboxamide CN1CCC(CC1)NC1=C2C=C(N(C2=CC=C1)CC(F)(F)F)C1=NN=C(S1)CNC(=O)C1CC1